FC=1C=C(C=CC1N1CCC(CC1)C(F)(F)F)NC1=CC=C2C(N(NC2=C1)C)=O 6-((3-Fluoro-4-(4-(trifluoromethyl)piperidin-1-yl)phenyl)amino)-2-methyl-1,2-dihydro-3H-indazol-3-one